BrC1=CC=C(C=C1)[C@H](C)NC(=O)C=1C=C2C(=CN(C2=CC1)CC1=CC=C(C=C1)C=1C(=CC=CC1)C(=O)OC(C)(C)C)C (S)-tert-Butyl 4'-((5-((1-(4-bromophenyl)ethyl)carbamoyl)-3-methyl-1H-indol-1-yl)methyl)-[1,1'-biphenyl]-2-carboxylate